[N].ClC1=NC=C(C=C1C(=O)NC1=CC(=CC=C1)S(=O)(=O)C)Cl 2,5-dichloro-N-(3-methylsulfonylphenyl)pyridine-3-carboxamide nitrogen